(S)-6-(3,3-difluoroazetidin-1-yl)-N-(5-(4-(6-fluoropyridin-2-yl)-2-methylpiperazin-1-yl)pyrazin-2-yl)nicotinamide FC1(CN(C1)C1=NC=C(C(=O)NC2=NC=C(N=C2)N2[C@H](CN(CC2)C2=NC(=CC=C2)F)C)C=C1)F